p-Chlorothioanisole CSC1=CC=C(C=C1)Cl